1-ethyl-3-((S)-1,1,5,5-tetrafluoropentan-2-yl)-1-((S)-2,2,2-trifluoro-1-(5-methoxy-4-(8-methoxy-2-methylimidazo[1,2-a]pyrazin-6-yl)pyridin-2-yl)ethyl)urea C(C)N(C(=O)N[C@H](C(F)F)CCC(F)F)[C@H](C(F)(F)F)C1=NC=C(C(=C1)C=1N=C(C=2N(C1)C=C(N2)C)OC)OC